5-bromo-6-methoxy-2-(1,4-dioxaspiro[4.5]decan-8-yl)-2H-indazole BrC1=CC2=CN(N=C2C=C1OC)C1CCC2(OCCO2)CC1